tetramethylaminium tetrafluoroborate F[B-](F)(F)F.C[N+](C)(C)C